methyltris(1-butyl)ammonium C[N+](CCCC)(CCCC)CCCC